COC=1C=C2C(=NC(=NC2=CC1C#CCN1CCCC1)N1CCCC1)N1CC(CCC1)O 1-(6-methoxy-2-(pyrrolidin-1-yl)-7-(3-(pyrrolidin-1-yl)prop-1-yn-1-yl)quinazolin-4-yl)piperidin-3-ol